2-fluoro-1-(3-fluorophenyl)ethyl (4-(5-acetamidopyridin-2-yl)-1-methyl-1H-1,2,3-triazol-5-yl)carbamate C(C)(=O)NC=1C=CC(=NC1)C=1N=NN(C1NC(OC(CF)C1=CC(=CC=C1)F)=O)C